1-[(tetrahydrofuran-3-yl)methyl]-1H-pyrazol-4-amine O1CC(CC1)CN1N=CC(=C1)N